C(C)OC(COC1=CC=C(C=C1)C(=O)C1=C(N=C(S1)N(C1=CC=C(C=C1)F)C(C(=O)N)C)N)=O [4-[4-amino-2-(N-(2-amino-1-methyl-2-oxo-ethyl)-4-fluoro-anilino)thiazole-5-carbonyl]phenoxy]acetic acid ethyl ester